C(C)OC(=O)C=1N=C2N(C(=NC=C2Br)Cl)C1 8-bromo-5-chloro-imidazo[1,2-c]Pyrimidine-2-carboxylic acid ethyl ester